tert-Butyl (S)-3-(4-amino-1-isopropyl-7-(1H-pyrazol-3-yl)-1H-imidazo[4,5-c]quinolin-2-yl)piperidine-1-carboxylate NC1=NC=2C=C(C=CC2C2=C1N=C(N2C(C)C)[C@@H]2CN(CCC2)C(=O)OC(C)(C)C)C2=NNC=C2